COC1=C(C=C2C(=NC=NC2=C1)NC1=CC=C2C=CC=NC2=C1)OC1CCN(CC1)C(C=C)=O 1-(4-((7-methoxy-4-(quinolin-7-ylamino)quinazolin-6-yl)oxy)piperidin-1-yl)prop-2-en-1-one